diethylsilyl-bis(methylcyclopentadienyl)zirconium dichloride [Cl-].[Cl-].C(C)[SiH](CC)[Zr+2](C1(C=CC=C1)C)C1(C=CC=C1)C